N6-[2-amino-2-(4-pyridyl)ethyl]-N4-tert-butyl-1-methyl-pyrazolo[3,4-d]pyrimidine-4,6-diamine NC(CNC1=NC(=C2C(=N1)N(N=C2)C)NC(C)(C)C)C2=CC=NC=C2